Thiophosphonic acid P(O)(O)=S